N1CC(CCC1)NC1=NC=C(C(=N1)C1=NNC=N1)C(F)(F)F N-(piperidin-3-yl)-4-(1H-1,2,4-triazol-3-yl)-5-(trifluoromethyl)pyrimidin-2-amine